pyridine-6-carboxylic acid N1=CC=CC=C1C(=O)O